(S)-1-((S)-1-(2-((S)-amino(4,4-difluorocyclohexyl)methyl)imidazo[1,2-b]pyridazin-7-yl)-2-methoxyethyl)-4-(trifluoromethyl)imidazolidin-2-one N[C@H](C=1N=C2N(N=CC(=C2)[C@@H](COC)N2C(N[C@@H](C2)C(F)(F)F)=O)C1)C1CCC(CC1)(F)F